CC1(OB(OC1(C)C)C=1C=CC(=NC1)N1CCN(CC1)C(C)=O)C 1-(4-(5-(4,4,5,5-tetramethyl-1,3,2-dioxaborolan-2-yl)pyridin-2-yl)piperazin-1-yl)ethan-1-one